BrC=1C=2N(C=C(C1)[C@@H](C)OC)C=C(N2)C(=O)OCC |o1:7| ethyl (R or S)-8-bromo-6-(1-methoxyethyl)imidazo[1,2-a]pyridine-2-carboxylate